2-(3,3-dimethylcyclohexyl)-2-methyl-1,3-dioxolane-4-carbaldehyde CC1(CC(CCC1)C1(OCC(O1)C=O)C)C